ClC=1C=C2C(=CC1Cl)NC([C@]21CN(CC1)C(=O)[C@H]1[C@@H](NCC1)C)=O |o1:17,18| (S)-5,6-dichloro-1'-((2S,3R)-rel-2-methylpyrrolidine-3-carbonyl)spiro[indoline-3,3'-pyrrolidin]-2-one